phenyl[(phenylanthracenyl)phenyl]indolocarbazole C1(=CC=CC=C1)C=1C(=C2C(=CC1)N=C1C=CC3=C4C=CC=CC4=NC3=C12)C1=C(C=CC=C1)C1=C(C=CC2=CC3=CC=CC=C3C=C12)C1=CC=CC=C1